ClC1=CC=C(C=C1)S(=O)(=O)C1C(OC2=CC=CC=C2C1C1=CC=CC=C1)=O (+)-3-((4-chlorophenyl)sulfonyl)-4-phenylchroman-2-one